C[C@@H]\1[C@H](C(C(CCCCC[C@H](/C=C1)OC(=O)N1CCN(CC1)C1CCCCCC1)=O)=O)\C(\C)=C\C=C\[C@H](C)C1=NC=CC=C1 4-cycloheptylpiperazine-1-carboxylic acid [(2s,3s,4e,6r)-3-methyl-12-oxo-2-[(2e,4e,6s)-6-pyridin-2-ylhept-2,4-dien-2-yl]-1-oxocyclododec-4-en-6-yl] ester